O=C1NC(CCC1N1C(N(C2=C1C=CC(=C2)CCCOCCOCCNC(OC(C)(C)C)=O)C)=O)=O Tert-butyl N-[2-[2-[3-[1-(2,6-dioxo-3-piperidyl)-3-methyl-2-oxo-benzimidazol-5-yl] propoxy] ethoxy]ethyl]carbamate